C(N)(OC(C#C)C(C)(C)C)=O tert-butylprop-2-ynyl carbamate